Cl.O1CCC(CC1)N1C(NC(CC1=O)=O)=O 1-(tetrahydro-2H-pyran-4-yl)pyrimidine-2,4,6(1H,3H,5H)-trione hydrochloride